2-Chloro-6-((diethylamino)methyl)-4-nitrophenol ClC1=C(C(=CC(=C1)[N+](=O)[O-])CN(CC)CC)O